CC1=CC(=NC(=N1)N2CC3CN(CC3C2)C(=O)C4=C(C=CC=C4F)N5N=CC=N5)C [2-(4,6-Dimethylpyrimidin-2-yl)-1,3,3a,4,6,6a-hexahydropyrrolo[3,4-c]pyrrol-5-yl]-[2-Fluoro-6-(triazol-2-yl)phenyl]methanone